3-(benzyloxy)cyclobutane-1-one O-(4-(trifluoromethyl)benzoyl) oxime FC(C1=CC=C(C(=O)ON=C2CC(C2)OCC2=CC=CC=C2)C=C1)(F)F